ClC=1N=C(C2=C(N1)C=CO2)NC=2N=CN(C2)C2=CC1=C(OC(O1)(F)F)C=C2 2-chloro-N-(1-(2,2-difluorobenzo[d][1,3]dioxol-5-yl)-1H-imidazol-4-yl)furo[3,2-d]pyrimidin-4-amine